tert-butyl (S)-2-((4-(2-(4-((2-(5-methyl-1,2,4-oxadiazol-3-yl)pyrimidin-5-yl)oxy)phenyl)propan-2-yl)phenoxy) methyl)azetidine-1-carboxylate CC1=NC(=NO1)C1=NC=C(C=N1)OC1=CC=C(C=C1)C(C)(C)C1=CC=C(OC[C@H]2N(CC2)C(=O)OC(C)(C)C)C=C1